(2R,4S,4aS)-9,10-difluoro-8-(4-(4-fluorophenyl)oxazol-5-yl)-2,4-dimethyl-2,4,4a,6-tetrahydro-1H,1'H-spiro[[1,4]oxazino[4,3-a]quinoline-5,5'-pyrimidine] FC1=C(C=C2CC3(C=NCNC3)[C@@H]3N(C2=C1F)C[C@H](O[C@H]3C)C)C3=C(N=CO3)C3=CC=C(C=C3)F